C(C)(=O)N[C@@H]1CC[C@H](CC1)N1N=CC(=C1C(=O)NC1=NC=C(C=C1C)C#CC1=CC=C(C=C1)F)Cl 1-(trans-4-acetamidocyclohexyl)-4-chloro-N-(5-((4-fluorophenyl)ethynyl)-3-methylpyridin-2-yl)-1H-pyrazole-5-carboxamide